F[C@H](CNC(=O)C=1C=NC=2N(C1NC(C)C)N=C(C2)C=2C(=NC=CC2)C)C(C)(C)O (R)-N-(2-fluoro-3-hydroxy-3-methylbutyl)-7-(isopropylamino)-2-(2-methylpyridin-3-yl)pyrazolo[1,5-a]pyrimidine-6-carboxamide